3-bromo-1-(difluoromethyl)-4-iodo-1H-pyrazole BrC1=NN(C=C1I)C(F)F